FC1=C(C=C(C=C1C)N1N=C2C(CN(CC2)C(=O)OC(C)(C)C)=C1N1C(NC=C1)=O)C tert-Butyl 2-(4-fluoro-3,5-dimethylphenyl)-3-(2-oxo-1H-imidazol-3-yl)-6,7-dihydro-4H-pyrazolo[4,3-c]pyridine-5-carboxylate